CC12OC3=C(C(NC(N1C1=CC(=CC=C1)C(=O)N1CC4=CC=CC=C4CC1)=O)C2)C=C(C=C3)N3CCOCC3 2-methyl-8-morpholino-3-(3-(1,2,3,4-tetrahydroisoquinoline-2-carbonyl)phenyl)-5,6-dihydro-2H-2,6-methanobenzo[g][1,3,5]oxadiazocin-4(3H)-one